Cl.C(NC(C)C)([2H])([2H])[2H] N-(2H3)methyl(isopropyl)amine hydrochloride